BrC1=CC2=CC=C3C=C(C4=C(C=C5C=CC6=CC(=C1C1=C6C5=C4C3=C21)Br)Br)Br 2,3,8,9-tetrabromocoronene